1-(4,6-dichloropyrimidin-2-yl)ethan ClC1=NC(=NC(=C1)Cl)CC